2-(2-hydroxy-3-tert-butyl-5-methacryloyl-tolyl)-2H-benzotriazole OC1=C(C=C(C(=C1C(C)(C)C)N1N=C2C(=N1)C=CC=C2)C(C(=C)C)=O)C